Tris-phosphonium chloride [Cl-].[PH4+].[PH4+].[PH4+].[Cl-].[Cl-]